COC([C@H](N)C(=O)O)C(N)=O β-methoxyasparagine